[I-].C(C1=CC=CC=C1)C=1[N+](=C(NC1)C)CCCCCCCCCCCCCCCC Benzyl-3-cetyl-2-methylimidazolium iodide